(R)-N-(4-cyclobutyl-3-(3,3-difluorocyclobutyl)-1-methyl-1H-pyrazol-5-yl)-2-hydroxy-2-phenylpropanamide C1(CCC1)C=1C(=NN(C1NC([C@@](C)(C1=CC=CC=C1)O)=O)C)C1CC(C1)(F)F